ClC=1C(=NC=CC1C1=NC(=C(C=C1)CNC)OC)C1=C2CC[C@H](C2=CC=C1)NC1=NC(=C(C=C1C(F)(F)F)CNC)OC (R)-N-(4-(3'-chloro-6-methoxy-5-((methylamino)methyl)-[2,4'-bipyridin]-2'-yl)-2,3-dihydro-1H-inden-1-yl)-6-methoxy-5-((methylamino)methyl)-3-(trifluoromethyl)pyridin-2-amine